tert-butyl (3R,5S)-3-[[3-benzyloxy-6-[4-cyano-2-methyl-6-(2-trimethylsilylethoxymethoxy)phenyl]pyrazin-2-yl]carbamothioylamino]-5-hydroxy-piperidine-1-carboxylate C(C1=CC=CC=C1)OC=1C(=NC(=CN1)C1=C(C=C(C=C1OCOCC[Si](C)(C)C)C#N)C)NC(=S)N[C@H]1CN(C[C@H](C1)O)C(=O)OC(C)(C)C